2,2-bis(hydroxyphenyl)propane Potassium nitrate salt [N+](=O)([O-])[O-].[K+].OC1=C(C=CC=C1)C(C)(C)C1=C(C=CC=C1)O